C(CC(=O)C)(=O)[Li] acetoacetyl-lithium